(4-(bis(4-methoxybenzyl)amino)-2-butoxyimidazo[2,1-f][1,2,4]triazin-7-yl)(4'-(pyrrolidin-1-ylmethyl)-[1,1'-biphenyl]-4-yl)methanol COC1=CC=C(CN(C2=NC(=NN3C2=NC=C3C(O)C3=CC=C(C=C3)C3=CC=C(C=C3)CN3CCCC3)OCCCC)CC3=CC=C(C=C3)OC)C=C1